CC(CN(C1=CC=CC=C1)C(C)=O)=C N-(2-methylallyl)acetanilide